1-cyclopropyl-4-((6-(2-hydroxy-6-methyl-4-(trifluoromethyl)phenyl)-3-((S)-1-hydroxyethyl)-2H-pyrazolo[3,4-b]pyridin-2-yl)methyl)pyrrolidin-2-one C1(CC1)N1C(CC(C1)CN1N=C2N=C(C=CC2=C1[C@H](C)O)C1=C(C=C(C=C1C)C(F)(F)F)O)=O